CC=1C=C2C(=CN1)O[C@]1(CN[C@H](C1)C)C2 (2R,5'S)-5,5'-Dimethyl-3H-spiro[furo[2,3-c]pyridine-2,3'-pyrrolidine]